5-((S)-2-(dimethylamino)-3-hydroxypropanamido)-2-methyl-N-((R)-1-(naphthalen-1-yl)ethyl)benzamide 2,2,2-trifluoroacetate FC(C(=O)O)(F)F.CN([C@H](C(=O)NC=1C=CC(=C(C(=O)N[C@H](C)C2=CC=CC3=CC=CC=C23)C1)C)CO)C